BrCCN1CCC(CC1)(F)F 1-(2-bromoethyl)-4,4-difluoropiperidine